4-amino-N-[[2-fluoro-4-(trifluoromethyl)phenyl]methyl]-N-methyl-imidazo[1,5-a]quinoxaline-8-carboxamide NC=1C=2N(C3=CC(=CC=C3N1)C(=O)N(C)CC1=C(C=C(C=C1)C(F)(F)F)F)C=NC2